N1(C=CC=2C1=NC=CC2)C2=NC(=NC=C2)NC=2C(=CC(=C(C2)NC(\C=C\CN2CCOCC2)=O)NC)OC (E)-N-(5-((4-(1H-pyrrolo[2,3-b]pyridin-1-yl)pyrimidin-2-yl)amino)-4-methoxy-2-(methylamino)phenyl)-4-morpholinobut-2-enamide